C(C)(C)(C)N1N=CC2=C1C(N(N=C2C(C)C)CC(=O)N[C@@H](C)C2=CC=C(C=C2)C)=O (S)-2-(1-(tert-Butyl)-4-isopropyl-7-oxo-1,7-dihydro-6H-pyrazolo[3,4-d]pyridazin-6-yl)-N-(1-(p-tolyl)ethyl)acetamid